1-methyl-3-[4-(trifluoromethyl)thiazol-2-yl]cyclobutanol tert-butyl-2-[4-[4-[(2,6-dioxo-3-piperidyl)amino]-3-phenoxy-phenyl]-1-piperidyl]acetate C(C)(C)(C)C(C(=O)OC1(CC(C1)C=1SC=C(N1)C(F)(F)F)C)N1CCC(CC1)C1=CC(=C(C=C1)NC1C(NC(CC1)=O)=O)OC1=CC=CC=C1